C(#N)[C@@H](C[C@H]1C(NCC1)=O)NC(=O)[C@H]1N([C@@H]2CC([C@H]1CC2)(F)F)C([C@@](C)(C2=CC=CC=C2)O)=O (1S,3S,4S)-N-((R)-1-cyano-2-((S)-2-oxopyrrolidin-3-yl)ethyl)-5,5-difluoro-2-((R)-2-hydroxy-2-phenylpropanoyl)-2-azabicyclo[2.2.2]octane-3-carboxamide